CSC=1N=CC(=C2C=C(N=CC12)NC(=O)C1CC1)C1=CC=CC=C1 N-(8-(methylsulfanyl)-5-phenyl-2,7-naphthyridin-3-yl)cyclopropanecarboxamide